methyl (R,E)-3-(((tert-butylsulfinyl)imino)methyl)bicyclo[1.1.1]pentane-1-carboxylate C(C)(C)(C)[S@@](=O)\N=C\C12CC(C1)(C2)C(=O)OC